FC1(CCC(CC1)[C@H](NC(=O)C=1N(N=NC1)CCOC(F)F)C1=NC2=C(N1)C=C(C=C2)[C@@H](C)NC(CCC(F)(F)F)=O)F N-[(S)-(4,4-Difluorocyclohexyl)-[6-[(1R)-1-(4,4,4-trifluorobutanoylamino)ethyl]-1H-benzimidazol-2-yl]methyl]-3-[2-(difluoromethoxy)ethyl]triazole-4-carboxamide